(1aR,5aR)-2-(2,4-Difluoro-phenyl)-1a,2,5,5a-tetrahydro-1H-2,3-diaza-cyclopropa[a]pentalene-4-carboxylic acid (4-hydroxymethyl-tetrahydro-pyran-4-yl)-amide OCC1(CCOCC1)NC(=O)C=1C=2C[C@@H]3[C@H](C2N(N1)C1=C(C=C(C=C1)F)F)C3